heneicosyl 4,4'-((3-((4-hydroxybutyl)(4-carbonyl-4-(undecanyloxy)butyl)amino)propyl)azanediyl)dibutyrate OCCCCN(CCCN(CCCC(=O)[O-])CCCC(=O)OCCCCCCCCCCCCCCCCCCCCC)CCCC(OCCCCCCCCCCC)=C=O